(1S,3S,5S)-N-((R*)-1-(4-carbamimidoylthiophen-2-yl)ethyl)-5-methyl-2-((4-phenoxy-benzoyl)glycyl)-2-azabicyclo[3.1.0]hexane-3-carboxamide C(N)(=N)C=1C=C(SC1)[C@@H](C)NC(=O)[C@H]1N([C@H]2C[C@]2(C1)C)C(CNC(C1=CC=C(C=C1)OC1=CC=CC=C1)=O)=O |o1:8|